2-methylpyrido[3,2-d]pyrimidin-4-ol CC=1N=C(C2=C(N1)C=CC=N2)O